tert-butyl (4-((tert-butylsulfinyl)imino)cyclohexyl)carbamate C(C)(C)(C)S(=O)N=C1CCC(CC1)NC(OC(C)(C)C)=O